(methylsulfonyl)-1H-imidazole CS(=O)(=O)N1C=NC=C1